ClC1=C(C(=O)Cl)C=CC=N1 2-chloronicotinoyl chloride